C[SiH](C)CC[Si](Cl)(Cl)Cl dimethylsilyl-2-trichlorosilylethane